NC1=CC(=NC=C1)OCC(C)(O)C 1-((4-aminopyridin-2-yl)oxy)-2-methylpropan-2-ol